ClC1=C(C(=O)NC2=CC(=C(C=C2)Cl)C2=NC=CC=C2)C=CC(=C1)C(=O)NN1C=NN=C1 2-chloro-N1-(4-chloro-3-(pyridin-2-yl)phenyl)-N4-(4H-1,2,4-triazol-4-yl)terephthalamide